1-(3-chloro-5'-fluoro-3'-(2-fluoropyridin-4-yl)-2'-methoxy-[1,1'-biphenyl]-4-yl)-3-(deuteromethyl)-1H-imidazol-2(3H)-one ClC=1C=C(C=CC1N1C(N(C=C1)C[2H])=O)C1=C(C(=CC(=C1)F)C1=CC(=NC=C1)F)OC